methyl-8-(2-{9-[2-(dimethylamino)ethyl]pentadecyl}cyclopropyl)octanoate COC(CCCCCCCC1C(C1)CCCCCCCCC(CCCCCC)CCN(C)C)=O